FC1(CCN(CC1)S(=O)(=O)C=1C=NC(=CC1C1=CC=CC=C1)OC)C(=O)N[C@@H](C)\C=C/S(=O)(=O)C (S,Z)-4-fluoro-1-((6-methoxy-4-phenylpyridin-3-yl)sulfonyl)-N-(4-(methylsulfonyl)but-3-en-2-yl)piperidine-4-carboxamide